4-methyl-N-[3-(4-methyl-1H-imidazol-1-yl)-5-(trifluoromethyl)phenyl]-3-[(4-pyridin-3-ylpyrimidin-2-yl)amino]benzamide CC1=C(C=C(C(=O)NC2=CC(=CC(=C2)C(F)(F)F)N2C=NC(=C2)C)C=C1)NC1=NC=CC(=N1)C=1C=NC=CC1